(R)-6-(3-methoxy-3-ethylbut-1-yn-1-yl)chroman-3-amine COC(C#CC=1C=C2C[C@H](COC2=CC1)N)(C)CC